p-chlorobutylbenzene ClCCCCC1=CC=CC=C1